[Si]([O-])([O-])([O-])[O-].[Ca+2].[Si+4] Silicon-Calcium Silicate